methyl (Z)-5-(chloro(hydroxyimino)methyl)-2-methoxynicotinate Cl\C(\C=1C=NC(=C(C(=O)OC)C1)OC)=N/O